NC1=NC2=CC=C(C=C2C(=C1)CO)C(=O)N(C1COC2=C1C=CC(=C2)C(F)(F)F)C=2C=NN(C2)C 2-amino-4-(hydroxymethyl)-N-(1-methyl-1H-pyrazol-4-yl)-N-(6-(trifluoromethyl)-2,3-dihydrobenzofuran-3-yl)quinoline-6-carboxamide